C[Si](CC#CO)(C)C 3-(trimethylsilyl)propynyl alcohol